BrC1=CC=C2C(=C(C(=NC2=C1)C)C(=O)OCC)CCC(=O)O 3-[7-bromo-3-(ethoxycarbonyl)-2-methylquinolin-4-yl]propanoic acid